C(C)(C)(C)OC(=O)N1[C@@H](COCC1)C=1C=C(C=C2CCN(CC12)C(C(C)(C)O)=O)C=1C=C2C(=NC1)NC=C2Cl (R)-3-(6-(3-chloro-1H-pyrrolo[2,3-b]pyridin-5-yl)-2-(2-hydroxy-2-methylpropionyl)-1,2,3,4-tetrahydroisoquinolin-8-yl)morpholine-4-carboxylic acid Tert-butyl ester